4-((1R,3S)-3-hydroxy-3-methylcyclohexylamino)-2-((1r,4R)-4-(2,2,2-trifluoroethoxy)cyclohexylamino)pyrimidine-5-carboxamid O[C@@]1(C[C@@H](CCC1)NC1=NC(=NC=C1C(=O)N)NC1CCC(CC1)OCC(F)(F)F)C